(4-([1,2,4]triazolo[1,5-a]pyridin-7-yloxy)-3-methylphenyl)-6-fluoro-5-(piperidin-4-yl)pyrrolo[2,1-f][1,2,4]triazin-4-amine N=1C=NN2C1C=C(C=C2)OC2=C(C=C(C=C2)C2=NN1C(C(=N2)N)=C(C(=C1)F)C1CCNCC1)C